3-(5-(1,3,4-oxadiazol-2-yl)pyridin-3-yl)-4-methoxyphenyl cycloheptylcarbamate C1(CCCCCC1)NC(OC1=CC(=C(C=C1)OC)C=1C=NC=C(C1)C=1OC=NN1)=O